N1(CCCC1)[C@H]1CCC2=C(CC1)C=C(C=C2)NC2=NN1C(C=CC=C1C1=CC(=CC=C1)OC1=C(C=CC=C1)C)=N2 (S)-N-(7-(pyrrolidin-1-yl)-6,7,8,9-tetrahydro-5H-benzo[7]annulen-2-yl)-5-(3-(o-tolyloxy)phenyl)-[1,2,4]triazolo[1,5-a]pyridin-2-amine